C(C)(C)NC(O[C@H]1C[C@H](CC1)C=1NN=C(C1)NC(\C=C\C1=C(C(=CC(=C1)OC)OCC1=CC=C(C=C1)OC)C1OCCO1)=O)=O (1R,3S)-3-{5-[(2E)-3-[2-(1,3-dioxolan-2-yl)-5-methoxy-3-[(4-methoxy phenyl)methoxy]phenyl]prop-2-enamido]-2H-pyrazol-3-yl}cyclopentyl N-isopropylcarbamate